C(C1=CC=CC=C1)SC1=CC=C(C2=C1OCCN2CC(F)F)Cl 8-(benzylthio)-5-chloro-4-(2,2-difluoroethyl)-3,4-dihydro-2H-benzo[b][1,4]oxazine